ethyl (9Z,12Z)-octadecane-9,12-dienoate C(CCCCCCC\C=C/C\C=C/CCCCC)(=O)OCC